BrC1=CC=C(C=C1)C=1C(NC2(N1)CCNCC2)=S 3-(4-bromophenyl)-1,4,8-triazaspiro[4.5]dec-3-ene-2-thione